NC=1C=CC(=NC1)NC(C1=C(C(=CC=C1)C)F)=O N-(5-aminopyridin-2-yl)-2-fluoro-3-methylbenzamide